(3,4-difluoro-2-((2-fluoro-4-iodophenyl)amino)phenyl)(4-methylpiperazin-1-yl)methanone FC=1C(=C(C=CC1F)C(=O)N1CCN(CC1)C)NC1=C(C=C(C=C1)I)F